N1=CC=C(C=C1)C1=C2CO[C@H](C2=CC=C1)CNC(OC(C)(C)C)=O (R)-tert-Butyl (4-(pyridin-4-yl)-1,3-dihydroisobenzofuran-1-yl)methylcarbamate